3-chlorobenzyl ((2S)-3-cyclohexyl-1-(((2S)-1-(diethoxyphosphoryl)-1-hydroxy-5-oxo-5-(phenylamino)pentan-2-yl)amino)-1-oxopropan-2-yl)carbamate C1(CCCCC1)C[C@@H](C(=O)N[C@H](C(O)P(=O)(OCC)OCC)CCC(NC1=CC=CC=C1)=O)NC(OCC1=CC(=CC=C1)Cl)=O